tert-Butyl 9-cyano-7-fluoro-3,5-dihydro-2H-1,4-benzoxazepine-4-carboxylate C(#N)C1=CC(=CC=2CN(CCOC21)C(=O)OC(C)(C)C)F